C1CCCC=C1 2,3-DIHYDRO-4H-BENZOl